N3,N3,N7,N7,5,5-Hexamethyl-10-propylidene-5,10-dihydrodibenzo[b,e]siline-3,7-diamine CN(C=1C=CC2=C([Si](C3=C(C2=CCC)C=CC(=C3)N(C)C)(C)C)C1)C